6-methyl-5,6,7,8-tetrahydropyrido[3,4-d]pyrimidin-4(3H)-one CC1CC2=C(N=CNC2=O)CN1